5-chloro-2-fluoro-4-methoxybenzenesulfonyl chloride ClC=1C(=CC(=C(C1)S(=O)(=O)Cl)F)OC